hydantoin phenylarsonate C1(=CC=CC=C1)[As](O)(O)=O.N1C(=O)NC(=O)C1